(4-fluorobenzyl)-N3-methyl-N5-((1R,2R)-2-methylcyclopropyl)-2-oxo-1,2-dihydropyridine-3,5-dicarboxamide FC1=CC=C(CN2C(C(=CC(=C2)C(=O)N[C@H]2[C@@H](C2)C)C(=O)NC)=O)C=C1